NC1=NC=2C=CC(=CC2C2=C1C=NN2C)C(=O)N([C@@H]2COC1=C2C=CC(=C1)C1=CC=C(C=C1)S(F)(F)(F)(F)F)C 4-amino-N,1-dimethyl-N-((3S)-6-(4-(pentafluoro-lambda~6~-sulfanyl)phenyl)-2,3-dihydro-1-benzofuran-3-yl)-1H-pyrazolo[4,3-c]quinoline-8-carboxamide